9,9',9''-(6-phenyl-4-(4-(pyridin-4-yl)phenyl)pyridine-2,3,5-triyl)tris(3,6-diphenyl-9H-carbazole) C1(=CC=CC=C1)C1=C(C(=C(C(=N1)N1C2=CC=C(C=C2C=2C=C(C=CC12)C1=CC=CC=C1)C1=CC=CC=C1)N1C2=CC=C(C=C2C=2C=C(C=CC12)C1=CC=CC=C1)C1=CC=CC=C1)C1=CC=C(C=C1)C1=CC=NC=C1)N1C2=CC=C(C=C2C=2C=C(C=CC12)C1=CC=CC=C1)C1=CC=CC=C1